C(CCC[Si](OC)(OC)OC)[Si](OC)(OC)OC butylenebis(trimethoxysilane)